2-(6-((2s,3r)-3-((tert-butyldimethylsilyl)oxy)-3-(3,5-dimethoxy-4-methylphenyl)-2-phenethyloxypropyl)pyridin-3-yl)acetic acid [Si](C)(C)(C(C)(C)C)O[C@@H]([C@H](CC1=CC=C(C=N1)CC(=O)O)OCCC1=CC=CC=C1)C1=CC(=C(C(=C1)OC)C)OC